1H-imidazole-5-carboxylic acid-1-(ethoxycarbonyl-oxy)ethyl ester potassium salt [K].C(C)OC(=O)OC(C)OC(=O)C1=CN=CN1